4-(cycloheptyloxy)-2-cyclopentyl-N-(4-(methylsulfonyl)but-3-en-2-yl)pyrimidine-5-carboxamide C1(CCCCCC1)OC1=NC(=NC=C1C(=O)NC(C)C=CS(=O)(=O)C)C1CCCC1